(3,5-dichlorophenyl)acetyl chloride ClC=1C=C(C=C(C1)Cl)CC(=O)Cl